CN(C)C[C@@H]1COCCC1 |o1:4| (3R*,4R*)-3-(dimethylaminomethyl)tetrahydropyran